C(#N)C(C(C)C)(C)NC(=O)C=1N=C(SC1C)NC1=CC(=CC(=C1)F)F N-(1-cyano-1,2-dimethyl-propyl)-2-(3,5-difluoroanilino)-5-methyl-thiazole-4-carboxamide